5-bromo-2-chloro-4-(2-methyl-5-phenylpyrazol-3-yl)oxypyridine BrC=1C(=CC(=NC1)Cl)OC=1N(N=C(C1)C1=CC=CC=C1)C